(1-((1-methyl-3-(trifluoromethyl)-1H-pyrazol-4-yl)methyl)-1H-pyrazol-4-yl)methylamine hydrochloride Cl.CN1N=C(C(=C1)CN1N=CC(=C1)CN)C(F)(F)F